2-[[(2S,4S)-1-tert-butoxycarbonyl-2-methyl-4-piperidinyl]oxy]acetic acid C(C)(C)(C)OC(=O)N1[C@H](C[C@H](CC1)OCC(=O)O)C